C(C1=CC=CC=C1)[C@@H]1N(C(OC1)=O)C([C@@H](CC=1OC2=C(C1)C=C(C=C2)Br)[C@@H]2CN(CC2)C(=O)OC(C)(C)C)=O tert-butyl (R)-3-((S)-1-((S)-4-benzyl-2-oxooxazolidin-3-yl)-3-(5-bromobenzofuran-2-yl)-1-oxopropan-2-yl)pyrrolidine-1-carboxylate